O1CCC(CC1)OC(NC=1N=CC2=C(C(=C(C=C2C1)C=1C=NC=2C(CCNC2C1C)O)F)N)=O Tetrahydro-2H-pyran-4-yl(8-amino-7-fluoro-6-(8-hydroxy-4-methyl-5,6,7,8-tetrahydro-1,5-naphthyridin-3-yl)isoquinolin-3-yl)carbamate